N1(CCC1)C[C@H](C)NC(=O)C1=CC(=NN1C)C1=NC(=NC=C1)NC1=CC(=CC(=C1)F)F N-[(2S)-1-(azetidin-1-yl)propan-2-yl]-3-{2-[(3,5-difluorophenyl)amino]pyrimidin-4-yl}-1-methyl-1H-pyrazole-5-carboxamide